C(C1=CC=CC=C1)OC1=C(C=CC(=C1)C(F)(F)F)C=1C=2N(C(=NN1)NC1CN(CCOC1)C(=O)OC(C)(C)C)C=CC2 tert-butyl 6-((1-(2-(benzyloxy)-4-(trifluoromethyl)phenyl)pyrrolo[1,2-d][1,2,4]triazin-4-yl)amino)-1,4-oxazepane-4-carboxylate